2-ethylhexyl cyanobiphenyl-acrylate C(#N)C1=C(C(=CC=C1)C1=CC=CC=C1)C=CC(=O)OCC(CCCC)CC